OCC(C(=O)O)N1C(C2(C1)CCCCC2)=O 3-Hydroxy-2-(1-Oxo-2-Azaspiro[3.5]Nonan-2-Yl)Propanoic Acid